(R)-N-(2-(4-ethylpiperazin-1-yl)ethyl)-N-(1-(4-methoxyphenyl)ethyl)-3,3-diphenylprop-2-en-1-amine C(C)N1CCN(CC1)CCN(CC=C(C1=CC=CC=C1)C1=CC=CC=C1)[C@H](C)C1=CC=C(C=C1)OC